CC1(CC=2C(=NC=CC2)N1)C 2,2-dimethyl-2,3-dihydro-1H-pyrrolo[2,3-b]pyridine